2,3-dichloroisobutyric acid ClC(C(=O)O)(CCl)C